N-((7-bromo-5-cyclopropylpyrazolo[1,5-a]pyridin-2-yl)methyl)-2-methylpropane-2-sulfinamide BrC1=CC(=CC=2N1N=C(C2)CNS(=O)C(C)(C)C)C2CC2